tert-butyl (3-(5-methyl-6-(1-((tetrahydro-2H-pyran-2-yl)methyl)-1H-1,2,3-triazol-4-yl)pyridin-3-yl)prop-2-yn-1-yl)carbamate CC=1C=C(C=NC1C=1N=NN(C1)CC1OCCCC1)C#CCNC(OC(C)(C)C)=O